FC=1C=C(C#N)C=CC1COC1=NC(=CC=C1)N1C(CNCC1)C 3-fluoro-4-(((6-(2-methylpiperazin-1-yl)pyridin-2-yl)oxy)methyl)benzonitrile